3-(3-(2,5-Dichloro-7H-pyrrolo[2,3-d]pyrimidin-7-yl)-2-fluoropropoxy)-1-((1r,4r)-4-methoxycyclohexyl)-5-methyl-1H-pyrazol-4-amine ClC=1N=CC2=C(N1)N(C=C2Cl)CC(COC2=NN(C(=C2N)C)C2CCC(CC2)OC)F